C(C)(=O)[C-]1C=CC=C1.[C-]1(C=CC=C1)C(C)=O.[Fe+2] 1,1'-diacetylferrocene